dithiodiethylenebismaleimide C(CC=1C(=O)NC(C1)=O)SSCCC=1C(=O)NC(C1)=O